BrC=1C=C(C=2N(C1)N=CC2C(=O)[O-])O 6-Bromo-4-hydroxy-pyrazolo[1,5-a]pyridine-3-carboxylate